BrC=1C=CC=2N(C1)C(=CN2)C=2N=NN(C2)C=2C(=CC(=C(C(=O)NC1CC1)C2)F)C 5-(4-(6-bromoimidazo[1,2-a]pyridin-3-yl)-1H-1,2,3-triazol-1-yl)-N-cyclopropyl-2-fluoro-4-methylbenzamide